O=C1N(CCC(N1)=O)N1C(C2=CC=C(C=C2C1=O)CN1CCC(=CC1)C1=CSC(=C1)C)=O 2-(2,4-dioxotetrahydropyrimidin-1(2H)-yl)-5-((4-(5-methylthiophen-3-yl)-3,6-dihydropyridin-1(2H)-yl)methyl)isoindoline-1,3-dione